3-methyl-2,3-dihydro-[1,4]dioxino[2,3-b]pyridin-7-amine CC1COC=2C(=NC=C(C2)N)O1